3-(3-(4-(Chloromethyl)phenyl)-5-(methoxy-d3)-3H-imidazo[4,5-b]pyridin-2-yl)pyridin-2-amine ClCC1=CC=C(C=C1)N1C(=NC=2C1=NC(=CC2)OC([2H])([2H])[2H])C=2C(=NC=CC2)N